2-(2-t-Butoxycarbonylhydrazino)-2-methylbutanoic acid C(C)(C)(C)OC(=O)NNC(C(=O)O)(CC)C